CC=1N=C2N(N=C(C=C2C)C=2C=C3C=CN(C(C3=C(C2)OC)=O)C2CCNCC2)C1 6-{2,8-dimethylimidazo[1,2-b]pyridazin-6-yl}-8-methoxy-2-(piperidin-4-yl)isoquinolin-1-one